C(=C)C1OC(OC1)=O 4-vinyl-1,3-dioxolan-2-one